CC=1C=NNC1NC(=S)NC(OCC)=O ethyl [(4-methyl-1H-pyrazol-5-yl)carbamothioyl]carbamate